cyclopropa[c][1,5]naphthyridin N1=C2C3=C(C=NC2=CC=C1)C3